C1(CC1)C1=C(C=C(C(=C1)[N+](=O)[O-])OC)N1CCC(CC1)N1CCN(CC1)CC1CCN(CC1)C=1C=C2C(N(C(C2=CC1)=O)C1C(NC(CC1)=O)=O)=O 5-(4-[(4-(1-(2-cyclopropyl-5-methoxy-4-nitrophenyl)piperidin-4-yl)piperazin-1-yl)methyl]piperidin-1-yl)-2-(2,6-dioxopiperidin-3-yl)-2,3-dihydro-1H-isoindole-1,3-dione